(3E)-6,6-dipropoxy-1,3-hexadiene C(CC)OC(C/C=C/C=C)OCCC